CN1N=C(C=C1)S(=O)(=O)C=1C=C2C=NN(C(C2=CC1)=O)CC1=C(C(=O)N)C=CC=C1 2-((6-(1-methyl-1H-pyrazol-3-ylsulfonyl)-1-oxophthalazin-2(1H)-yl)methyl)benzamide